8-Bromo-2-(t-butoxycarbonyl)-1,2,3,4-tetrahydroisoquinoline-6-carboxylic acid BrC=1C=C(C=C2CCN(CC12)C(=O)OC(C)(C)C)C(=O)O